C1=C(C=CC2=CC=CC=C12)C1=C2C=CC=CC2=C(C2=CC=CC=C12)C1=CC=C(C=2C1=NSN2)C2=CC=C(N(C1=CC=CC=C1)C1=CC=CC=C1)C=C2 4-(7-(10-(naphthalen-2-yl)anthracen-9-yl)benzo[c][1,2,5]thiadiazol-4-yl)-N,N-diphenylaniline